N1N=NC(=C1)P([O-])([O-])=O Triazolylphosphonate